Tert-butyl N-[2-[2-[3-[2-(2,6-dioxo-3-piperidyl)-1,3-dioxo-isoindolin-4-yl]prop-2-ynoxy] ethoxy]ethyl]-N-methyl-carbamate O=C1NC(CCC1N1C(C2=CC=CC(=C2C1=O)C#CCOCCOCCN(C(OC(C)(C)C)=O)C)=O)=O